monoammonium mesylate salt S(C)(=O)(=O)[O-].[NH4+]